N-trifluoromethylthio-isochromen-1-imine FC(SN=C1OC=CC2=CC=CC=C12)(F)F